((3-(3-chloro-4-methoxybenzyl)-1,2,4-oxadiazol-5-yl)methyl)acrylic acid ClC=1C=C(CC2=NOC(=N2)CC(C(=O)O)=C)C=CC1OC